dimethylcyclohexane-1,2-Diamine CC1(C(CCCC1)(N)C)N